2-(3-{5-chloro-2-[(oxan-4-yl)amino]pyrimidin-4-yl}-5-oxo-5H,6H,7H-pyrrolo[3,4-b]pyridin-6-yl)acetic acid ClC=1C(=NC(=NC1)NC1CCOCC1)C=1C=C2C(=NC1)CN(C2=O)CC(=O)O